(1S,4R)-4-amino-1-(3,3-dimethylbutyl)-5,6-dihydro-1,2-thiazin-3(4H)-one 1-oxide N[C@H]1C(NS(CC1)(CCC(C)(C)C)=O)=O